FC=1C(=C(C=CC1)N1CCNCC1)[N+](=O)[O-] 1-(3-fluoro-2-nitrophenyl)piperazine